N[C@H](C(C)C)C(=O)O[C@@H]1[C@H](O[C@@]([C@@H]1O)(C#N)C1=CC=C2C(=NC=NN21)NC(C(C)(C)OCCCC)=O)COC(CC2=CC=CC=C2)=O (2R,3S,4R,5R)-5-(4-(2-butoxy-2-methylpropanamido)pyrrolo[2,1-f][1,2,4]triazin-7-yl)-5-cyano-4-hydroxy-2-((2-phenylacetoxy)methyl)tetrahydrofuran-3-yl D-valinate